ClC1=CC(=NC=2N=CN(CC21)C)CC 5-Chloro-7-ethyl-3-methyl-3,4-dihydropyrido[2,3-d]pyrimidin